BrC1=C(C=CC(=C1)Br)[N+](=O)[O-] 2,4-dibromo-1-nitrobenzene